N(=[N+]=[N-])C1=NC=CN=C1Cl 2-azido-3-chloropyrazine